1-(cyclobutylmethyl)-3-((5-methoxypyridin-3-yl)methyl)-2-methyl-1H-indole-6-carboxylic acid C1(CCC1)CN1C(=C(C2=CC=C(C=C12)C(=O)O)CC=1C=NC=C(C1)OC)C